1-(((7-(8-ethyl-7-fluoro-3-(methoxymethoxy)naphthalen-1-yl)-8-fluoro-2-(((2R,7aS)-2-fluorohexahydro-1H-pyrrolizin-7a-yl)methoxy)pyrido[4,3-d]pyrimidin-4-yl)amino)methyl)cyclohexanol C(C)C=1C(=CC=C2C=C(C=C(C12)C1=C(C=2N=C(N=C(C2C=N1)NCC1(CCCCC1)O)OC[C@]12CCCN2C[C@@H](C1)F)F)OCOC)F